1,3-disulfonyl-fluoropropane S(=O)(=O)=C(CC=S(=O)=O)F